CC(CC=CC=C(C1=CC=CC=C1)C1=CC=CC=C1)(C)C (2,2'-dimethylpropyl)-4,4-diphenylbutadiene